Cl(=O)(=O)(=O)[O-].[Cu+2].N1=C(C(=CC=C1)N)C1=NC=CC=C1.N1=C(C(=CC=C1)N)C1=NC=CC=C1.Cl(=O)(=O)(=O)[O-] Bis-(2,2'-bipyridineamine) copper (II) perchlorate